C(C)(C)C=1C=C(C=CC1)C(CC=O)C 3-(3-iso-propylphenyl)butanal